(E)-2-(6-(2-(3-methylbenzylidene)hydrazinyl)-2-morpholino-9H-purin-9-yl)-1-(1H-pyrrol-2-yl)ethan-1-one CC=1C=C(\C=N\NC2=C3N=CN(C3=NC(=N2)N2CCOCC2)CC(=O)C=2NC=CC2)C=CC1